1-hydroxyethyl-3-isopropyl-thiourea OC(C)NC(=S)NC(C)C